O=C1NC2=NC=CC=C2C=C1C(=O)O 2-oxo-1,2-dihydro-1,8-naphthyridine-3-carboxylic acid